CN1N=C2C(CN(CC2)C=2C=C3C=CN(C(C3=CC2)=O)C2CCN(CC2)C(=O)OC(C)(C)C)=C1 tert-butyl 4-(6-{2-methyl-4H,6H,7H-pyrazolo[4,3-c]pyridin-5-yl}-1-oxoisoquinolin-2-yl)piperidine-1-carboxylate